N1CC(C1)S(=O)(=O)C1=C(C(=C(C=C1)C1=C(C=CC=C1)NC(=N)N)C=1N=NNN1)S(=O)(=O)N 4-(azetidin-3-ylsulfonyl)-2'-guanidino-2-(2H-tetrazol-5-yl)-[1,1'-biphenyl]-3-sulfonamide